N-(5-(6-hydroxy-[1,2,4]triazolo[1,5-a]pyridin-2-yl)-8-(methylamino)pyrido[3,4-c]pyridazin-3-yl)cyclopropanecarboxamide OC=1C=CC=2N(C1)N=C(N2)C2=CN=C(C=1N=NC(=CC12)NC(=O)C1CC1)NC